4,8-dimethoxynaphthalene-1-ol COC1=CC=C(C2=C(C=CC=C12)OC)O